α-d-glucopyranosyl-(1→4)-d-glucitol [C@H]1([C@H](O)[C@@H](O)[C@H](O)[C@H](O1)CO)O[C@@H]([C@@H]([C@H](CO)O)O)[C@H](O)CO